(S)-4-(benzylthio)-7-(8-chloronaphthalen-1-yl)-8-fluoro-2-((1-methylpyrrolidin-2-yl)methoxy)pyrido[4,3-d]pyrimidine C(C1=CC=CC=C1)SC=1C2=C(N=C(N1)OC[C@H]1N(CCC1)C)C(=C(N=C2)C2=CC=CC1=CC=CC(=C21)Cl)F